phenyl-(4-methoxyphenyl)iodonium hexafluorophosphate F[P-](F)(F)(F)(F)F.C1(=CC=CC=C1)[I+]C1=CC=C(C=C1)OC